(Z)-3-(5-(3-(3-(2-(4-(1-(4-hydroxyphenyl)-2-phenylbut-1-en-1-yl)phenoxy)ethoxy)propoxy)propoxy)-1-oxoisoindolin-2-yl)piperidine-2,6-dione OC1=CC=C(C=C1)/C(=C(\CC)/C1=CC=CC=C1)/C1=CC=C(OCCOCCCOCCCOC=2C=C3CN(C(C3=CC2)=O)C2C(NC(CC2)=O)=O)C=C1